C1=CC=CC=2NC3=C(C=CC21)C=CC=C3 5H-dibenzo[b,f]azepin